tert-butyl 4-(2-(3,4-dimethoxyphenyl)-1-isopropyl-1H-benzo[d]imidazol-6-yl)piperidine-1-carboxylate COC=1C=C(C=CC1OC)C1=NC2=C(N1C(C)C)C=C(C=C2)C2CCN(CC2)C(=O)OC(C)(C)C